cyclohexylmethyl-α-ethoxymethyl-γ-butyrolactone C1(CCCCC1)CC1(C(=O)OCC1)COCC